1-((1-(2,3-difluoro-4-(1H-pyrazol-3-yl)phenyl)piperidin-4-yl)methyl)pyrrolidin-2-one FC1=C(C=CC(=C1F)C1=NNC=C1)N1CCC(CC1)CN1C(CCC1)=O